COC(=O)C1=NOC(=C1C1=CC=C(C=C1)CN1CCN(CC1)C(=O)OC(C)(C)C)C1=C(C=C(C(=C1)C(C)C)OCC1=CC=CC=C1)OCC1=CC=CC=C1 5-(2,4-Bis(benzyloxy)-5-isopropylphenyl)-4-(4-((4-(tert-butoxycarbonyl)piperazin-1-yl)methyl)phenyl)isoxazole-3-carboxylic acid methyl ester